diisopropyl bicyclo[2.2.1]hept-2,5-diene-2,3-dicarboxylate C12C(=C(C(C=C1)C2)C(=O)OC(C)C)C(=O)OC(C)C